2-cyclopropoxy-6-(naphthalen-1-yl)-5H-pyrrolo[3,2-b:5,4-c']dipyridine C1(CC1)OC1=CC=C2C(=N1)C1=C(C(=NC=C1)C1=CC=CC3=CC=CC=C13)N2